FCOC1=CC=C(C=C1)C1CN(CC1)C(=O)C1=C(OC=2N=CN=C(C21)NC2(CC2)C)C 5-{3-[4-(fluoromethoxy)phenyl]pyrrolidine-1-carbonyl}-6-methyl-N-(1-methylcyclopropyl)furo[2,3-d]pyrimidin-4-amine